seryl hexatriacontanoate C(CCCCCCCCCCCCCCCCCCCCCCCCCCCCCCCCCCC)(=O)OC([C@@H](N)CO)=O